4-(1-methyl-1-cyclopentyloxy)styrene CC1(CCCC1)OC1=CC=C(C=C)C=C1